C1=2N(CC=3C=CC=CC3C#CC2C=CC=C1)C(CCC(=O)NCCOCCOCCOCCOCCC(=O)O)=O 1-(4-{2-azatricyclo[10.4.0.04,9]hexadeca-1(12),4(9),5,7,13,15-hexaen-10-yn-2-yl}-4-oxobutanamido)-3,6,9,12-tetraoxapentadecan-15-oic acid